4-amino-3-chloro-N-((5-ethynylpyridin-2-yl)methyl)-1-methyl-N-(1-methyl-1H-pyrazol-4-yl)-1H-pyrazolo[4,3-c]quinoline-8-carboxamide NC1=NC=2C=CC(=CC2C2=C1C(=NN2C)Cl)C(=O)N(C=2C=NN(C2)C)CC2=NC=C(C=C2)C#C